C(C)(C)(C)C=1C=C(C=C(C1O)N1N=C2C(=N1)C=CC(=C2)Cl)CCC(=O)OCCCCCCCC octyl 3-[3-tert-butyl-5-(5-chloro-2H-benzotriazol-2-yl)-4-hydroxyphenyl]propionate